6-(2-cyclopropyl-4-(trifluoromethoxy)phenoxy)-2-fluoro-3-(trifluoromethyl)benzoic acid C1(CC1)C1=C(OC2=CC=C(C(=C2C(=O)O)F)C(F)(F)F)C=CC(=C1)OC(F)(F)F